tert-Butyl 2-(2-{3-[N'-(acetyloxy)carbamimidoyl]phenyl}-1-benzenesulfonamidoethyl)-4H,5H,6H,7H-[1,3]thiazolo[5,4-c]pyridine-5-carboxylate C(C)(=O)ON=C(N)C=1C=C(C=CC1)CC(NS(=O)(=O)C1=CC=CC=C1)C=1SC=2CN(CCC2N1)C(=O)OC(C)(C)C